N1(CCOCC1)C1=C(C(=O)O)C=CC=C1 2-(4-morpholinyl)benzoic acid